2-oxo-4-phenylbutanamide O=C(C(=O)N)CCC1=CC=CC=C1